OC1=C(C=C(C(=C1)S(=O)(=O)O)O)C1=NC2=C(N1)C=CC=C2 2-(2,5-Dihydroxy-4-sulfophenyl)-1H-benzo[d]imidazol